ethyl 4-((diethyl(oxo)-λ6-sulfanylidene)amino)cyclohexane-1-carboxylate C(C)S(=O)(CC)=NC1CCC(CC1)C(=O)OCC